OC(CNCCC[C@H]1CC(N(C1)C(=O)OC(C)(C)C)(C)C)CO tert-butyl (4S)-4-[3-(2,3-dihydroxypropylamino)propyl]-2,2-dimethyl-pyrrolidine-1-carboxylate